COC(C1=CC(=NC=C1N(C)C)Cl)=O 2-Chloro-5-(dimethylamino)isonicotinic acid methyl ester